Phosphetan P1CCC1